C(C=C)(=O)NCCN(CCNC(C=C)=O)C(C=C)=O N,N',N''-triacryloyl-diethylenetriamine